N-(4-trifluoromethoxyphenyl)-2-(4-methylpiperazinoyloxy)-4-fluoro-5-chlorobenzamide hydrochloride Cl.FC(OC1=CC=C(C=C1)NC(C1=C(C=C(C(=C1)Cl)F)OC(=O)N1CCN(CC1)C)=O)(F)F